(2,4-dichloro-3-((cyclopropyl-((3,5-dimethylisoxazol-4-yl)methyl)amino)methyl)phenyl)methanone ClC1=C(C=CC(=C1CN(CC=1C(=NOC1C)C)C1CC1)Cl)C=O